N-ethyl-5-fluoro-2-((5-(2-(1-((2-hydroxyethyl)amino)-4-methylpent-3-yl)-2,6-diazaspiro[3.4]oct-6-yl)-1,2,4-triazin-6-yl)oxy)-N-isopropylbenzamide C(C)N(C(C1=C(C=CC(=C1)F)OC1=C(N=CN=N1)N1CC2(CN(C2)C(CCNCCO)C(C)C)CC1)=O)C(C)C